2,6-bis(N-methylimidazol-2-yl)-4-(dimethylamino)-pyridine CN1C(=NC=C1)C1=NC(=CC(=C1)N(C)C)C=1N(C=CN1)C